O=C(C(=O)[O-])CC(C)C alpha-Ketoisocaproate